(R)-2-{[1-(2-chloroacetyl)-5-methoxyindol-6-yl]amino}-8-cyclopentyl-7-ethyl-5-methyl-7,8-dihydropterin ClCC(=O)N1C=CC2=CC(=C(C=C12)N[C@@]1(NC=2N(C(CN(C2C(N1)=O)C)CC)C1CCCC1)N)OC